tert-butyl 4-(2-((2-(2,6-dioxopiperidin-3-yl)-1,3-dioxoisoindolin-5-yl)oxy)acetamido)piperidine-1-carboxylate O=C1NC(CCC1N1C(C2=CC=C(C=C2C1=O)OCC(=O)NC1CCN(CC1)C(=O)OC(C)(C)C)=O)=O